C(C)(C)(C)OC(NC=1OC2=C(C1)C(=C(C=C2)F)Br)=O N-(4-bromo-5-fluoro-benzofuran-2-yl)carbamic acid tert-butyl ester